C(C)[Si]1(O[Si](O[Si](O1)(C)CC)(C)CC)C 2,4,6-triethyl-2,4,6-trimethyl-cyclotrisiloxane